N1CC(CC1)C1=CC=C(C=C1)[NH-] (4-pyrrolidin-3-yl-phenyl)-amid